N-((2-(9-oxa-2-azaspiro[5.5]undecan-2-yl)-1,6-naphthyridin-7-yl)methyl)-4-methyl-3-(methylsulfonyl)benzamide C1N(CCCC12CCOCC2)C2=NC1=CC(=NC=C1C=C2)CNC(C2=CC(=C(C=C2)C)S(=O)(=O)C)=O